2-chloro-5-[3-[2-methyl-5-(1,1,2,2,2-pentafluoroethyl)-4-(trifluoromethyl)pyrazol-3-yl]isoxazol-5-yl]-N-prop-2-ynyl-benzamide ClC1=C(C(=O)NCC#C)C=C(C=C1)C1=CC(=NO1)C=1N(N=C(C1C(F)(F)F)C(C(F)(F)F)(F)F)C